CCCCC/C=C\C/C=C\C/C=C\C/C=C\CCCC(=O)NCCC1=CNC2=C1C=C(C=C2)O Arachidonylserotonin